CN(C)CC=1C=C(C=C(C1)OCCCCCCCCCCCCCCCCCC(=O)O)OCCCCCCCCCCCCCCCCCC(=O)O.C(CCCC#C)(=O)N(CC(=O)O)C(CCCC#C)=O bis-(5-hexynoyl)glycine ((5-((dimethylamino)methyl)-1,3-phenylene)bis(oxy))bis(octane-8,1-diyl)bis(decanoate)